C1(CC1)C(=O)N1CC(CC1)C(=O)O 1-(cyclopropanecarbonyl)pyrrolidine-3-carboxylic acid